C(#N)C=1C=NN2C1C(=CC(=C2)C=2C=NN(C2)C)C=2C=CC(=NC2)N2C[C@@H]1C([C@@H]1C2)CNC(C(C(C)C)O)=O N-(((1R,5S,6s)-3-(5-(3-cyano-6-(1-methyl-1H-pyrazol-4-yl)pyrazolo[1,5-a]pyridin-4-yl)pyridin-2-yl)-3-azabicyclo[3.1.0]hexan-6-yl)methyl)-2-hydroxy-3-methylbutanamide